2-(8-bromo-2-(ethylsulfonyl)indolizin-3-yl)-3-methyl-6-(trifluoromethyl)-3H-imidazo[4,5-b]pyridine BrC1=CC=CN2C(=C(C=C12)S(=O)(=O)CC)C1=NC=2C(=NC=C(C2)C(F)(F)F)N1C